ClC=1C=C(C=CC1F)[C@H](NC(=O)N1[C@@H](C(NCC1)=O)C)[C@@H]1C[C@@H](C1)OCC(F)(F)F (2R)-N-((R)-(3-chloro-4-fluorophenyl)(cis-3-(2,2,2-trifluoroethoxy)cyclobutyl)-methyl)-2-methyl-3-oxopiperazine-1-carboxamide